C[Si](O[Si](O[Si](C)(C)C)(O[Si](C)(C)C)CCCOC(C(=C)C)=O)(C)C.COCCCNC(C=C)=O N-methoxypropyl-acrylamide 3-(1,1,1,5,5,5-hexamethyl-3-((trimethylsilyl)oxy)trisiloxan-3-yl)propyl-methacrylate